COC(CC(C1=CC=C(C=C1)S(=O)(=O)C)(O)N)=O 3-amino-3-hydroxy-3-(4-methylsulfonyl-phenyl)propionic acid methyl ester